C1OCC[C@@]12O[C@@H](COC2)COC2=CC=C(C=C2)C=2C=C(C(NC2C(F)(F)F)=O)C(=O)N 5-(4-(((5R,7s)-2,6,9-trioxaspiro[4.5]dec-7-yl)methoxy)phenyl)-2-oxo-6-(trifluoromethyl)-1,2-dihydropyridine-3-carboxamide